C(=C(C)C)O i-butenol